3-[ethoxy(difluoro)methyl]-6-[6-[(1R)-1-ethyl-2,2-difluoro-propoxy]-3-pyridyl]-[1,2,4]triazolo[4,3-a]pyrazine C(C)OC(C1=NN=C2N1C=C(N=C2)C=2C=NC(=CC2)O[C@@H](C(C)(F)F)CC)(F)F